F[C@@]1(CCC=2N(C1)N=C(C2C2=C1C(=NC(=C2)C)NC=C1)C1=NC=C(C=C1)F)COC (R)-4-[6-Fluoro-2-(5-fluoro-2-pyridyl)-6-(methoxymethyl)-5,7-dihydro-4H-pyrazolo[1,5-a]pyridin-3-yl]-6-methyl-1H-pyrrolo[2,3-b]pyridine